2-(4-(2-(1-(methylsulfonyl)-1,2,3,6-tetrahydropyridin-4-yl)furo[3,2-b]pyridin-7-yl)pyridin-2-yl)propan-2-ol CS(=O)(=O)N1CCC(=CC1)C1=CC2=NC=CC(=C2O1)C1=CC(=NC=C1)C(C)(C)O